CS(=O)(=O)NC=1SC=C(N1)C(=O)NCC1=NNC(=C1)C1=CC=CC=C1 2-(methylsulfonamido)-N-((5-phenyl-1H-pyrazol-3-yl)methyl)thiazole-4-carboxamide